4-((6-(pyridin-4-yl)imidazo[1,2-a]pyridin-3-yl)methyl)-1H-indazole N1=CC=C(C=C1)C=1C=CC=2N(C1)C(=CN2)CC2=C1C=NNC1=CC=C2